3-chloro-1-methylpyrrole-2-carboxylic acid ClC1=C(N(C=C1)C)C(=O)O